1-cyanoethyl-2-ethyl-4-Methylimidazolium trimellitate C(C=1C(C(=O)[O-])=CC(C(=O)[O-])=CC1)(=O)[O-].C(#N)C(C)[N+]1=C(NC=C1C)CC.C(#N)C(C)[N+]1=C(NC=C1C)CC.C(#N)C(C)[N+]1=C(NC=C1C)CC